(3S,4R)-4-((5-fluoro-7-(o-tolyl)pyrrolo[2,1-f][1,2,4]triazin-2-yl)amino)tetrahydro-2H-pyran-3-ol FC=1C=C(N2N=C(N=CC21)N[C@H]2[C@@H](COCC2)O)C2=C(C=CC=C2)C